ClC1=CC=C(O1)/C=C(/C(=O)OC)\C methyl (E)-3-(5-chlorofuran-2-yl)-2-methylacrylate